C[C@]12[C@H]3CC[C@@]4([C@H](CC[C@H]4[C@@H]3CC[C@H]2C[C@H](CC1)O)[C@H](C)CCC1=NC=CC=C1)C (3S,5S,8R,9S,10S,13R,14S,17R)-10,13-dimethyl-17-((R)-4-(pyridin-2-yl)butan-2-yl)hexadecahydro-1H-cyclopenta[a]phenanthren-3-ol